NC=1C=C(OC2=C(C=CC=C2)OC2=CC(=CC=C2)N)C=CC1 1,2-bis(3-aminophenoxy)benzene